(2-(10H-spiro[acridin-9,9'-fluorene]-10-yl)propyl)phosphoric acid C1=CC=CC=2C3=CC=CC=C3C3(C12)C1=CC=CC=C1N(C=1C=CC=CC13)C(COP(O)(O)=O)C